(3S)-3-(4-fluoro-2',4',5,6'-tetramethyl-[1,1'-biphenyl]-3-yl)-3-(2-(5-(2-(3-methoxyazetidin-1-yl)ethyl)-2-oxo-4-(trifluoromethyl)pyridin-1(2H)-yl)-4-methylpentanamido)propanoic acid FC1=C(C=C(C=C1C)C1=C(C=C(C=C1C)C)C)[C@H](CC(=O)O)NC(C(CC(C)C)N1C(C=C(C(=C1)CCN1CC(C1)OC)C(F)(F)F)=O)=O